BrC1=CC=C(C(=N1)C(=O)O)N[C@H](C)C=1C=C(C=C2C(C(=C(OC12)C1=CC(=CC=C1)C#N)C)=O)C 6-Bromo-3-[[(1R)-1-[2-(3-cyanophenyl)-3,6-dimethyl-4-oxo-chromen-8-yl]ethyl]amino]pyridine-2-carboxylic acid